(R)-1-(3-chloro-5-((4-fluorobenzyl)oxy)phenoxy)-3-((2-hydroxyethyl)amino)propan-2-ol ClC=1C=C(OC[C@@H](CNCCO)O)C=C(C1)OCC1=CC=C(C=C1)F